[N+](=O)([O-])C1=CC=C(C(=O)[O-])C=C1.C(C)C(C[NH2+]CC(CCCC)CC)CCCC bis(2-ethylhexyl)ammonium 4-nitrobenzoate